OCCC1=C(C(=O)N)C=CC(=C1)C(=O)N 2-(2-Hydroxyethyl)terephthalamide